5-acetyl-2-fluoro-N,N-dimethyl-3-nitrobenzamide C(C)(=O)C=1C=C(C(=C(C(=O)N(C)C)C1)F)[N+](=O)[O-]